FC=1C=C(OC2=C3CCCC3=CC=C2[N+](=O)[O-])C=CC1C1=NC=C(C=N1)F (S)-4-(3-fluoro-4-(5-fluoropyrimidin-2-yl)phenoxy)-5-nitro-2,3-dihydro-1H-indene